NC=1C(NC(N(N1)C1=CC(=C(C(=C1)Cl)OC=1N=NC(=C(C1)C1CCC2=CC=CC=C12)Cl)Cl)=O)=O 6-amino-2-(3,5-dichloro-4-[[6-chloro-5-(2,3-dihydro-1H-inden-1-yl)pyridazin-3-yl]oxy]phenyl)-4H-1,2,4-triazine-3,5-dione